C(=C)C=1N=CC(=NC1)N1CC(NCC1)=O 4-(5-vinylpyrazin-2-yl)piperazin-2-one